2-Acryloyloxyethyl Methacrylate C(C(=C)C)(=O)OCCOC(C=C)=O